COC1=C(OC2=CC=C(C=N2)N2C(NC=3C2=NC=CC3)=O)C=CC(=C1)C 3-[6-(2-methoxy-4-methyl-phenoxy)-3-pyridyl]-1H-imidazo[4,5-b]pyridin-2-one